FC1=C(C(=CC=C1)F)C1=N[C@H](C(NC=2SC=3CCCCOC3C12)=O)C (13S)-15-(2,6-difluorophenyl)-13-methyl-3-oxa-9-thia-11,14-diazatricyclo[8.5.0.02,8]-pentadeca-1(10),2(8),14-trien-12-one